C(C)(C)OC(N[C@@H]1CC[C@H](CC1)C=1SC(=CN1)C1=C(C=C(C=C1)C#N)S(=O)(=O)N1CCC1)=O (Trans-4-(5-(2-(azetidin-1-ylsulfonyl)-4-cyanophenyl)thiazol-2-yl)cyclohexyl)carbamic acid isopropyl ester